tri-ammonium ammonia N.[NH4+].[NH4+].[NH4+]